coproporphyrin Ii CC1=C(C2=CC3=NC(=CC4=NC(=CC5=C(C(=C(N5)C=C1N2)C)CCC(=O)O)C(=C4C)CCC(=O)O)C(=C3CCC(=O)O)C)CCC(=O)O